CCCC=CCCCCCO Non-4-en-9-yl-methanol